FC1=C(SC(=C1)C(C)(C)O)[S@](=O)NC(OC(C)(C)C)=O Tert-butyl (S)-((3-fluoro-5-(2-hydroxypropan-2-yl)thiophen-2-yl)sulfinyl)carbamate